4-(3-acrylamidophenylamino)-2-(6-methoxypyridin-3-ylamino)pyrimidine-5-carboxamide C(C=C)(=O)NC=1C=C(C=CC1)NC1=NC(=NC=C1C(=O)N)NC=1C=NC(=CC1)OC